bromo(4-chlorophenyl)magnesium Br[Mg]C1=CC=C(C=C1)Cl